N-(3-Chloro-5-fluorophenyl)-4-nitrobenzo[c][1,2,5]oxadiazol-5-amine ClC=1C=C(C=C(C1)F)NC1=C(C=2C(=NON2)C=C1)[N+](=O)[O-]